5-chloro-2-{4-[(2-methyl-oxetan-4-yl)amino]pyrido[3,4-d]pyridazin-1-yl}phenol ClC=1C=CC(=C(C1)O)C1=C2C(=C(N=N1)NC1CC(O1)C)C=NC=C2